1-((4-(4-(cyclopentanecarbonyl)piperazine-1-carbonyl)-5-iodopyridin-2-yl)methyl)quinazoline-2,4(1H,3H)-dione C1(CCCC1)C(=O)N1CCN(CC1)C(=O)C1=CC(=NC=C1I)CN1C(NC(C2=CC=CC=C12)=O)=O